C(CCCCCCCC)NC(=O)N(CCCCCCCC)CCCCCCCC N-nonyl-N',N'-dioctylurea